Tetrabutyl-Ethylidenebisphenol C(CCC)C1=C(C(=C(C(=C1O)C(C)C1=C(C=CC=C1)O)CCCC)CCCC)CCCC